C(C=C)(=O)N1C[C@@H](N(C[C@H]1C)C1=NC(N2C3=C(C(=C(C=C13)Cl)C1=C(C=C(C=C1)F)F)OC[C@H]2CO[C@@H]2CN(CC2)C)=O)C (3R)-7-((2S,5R)-4-acryloyl-2,5-dimethyl-piperazin-1-yl)-9-chloro-10-(2,4-difluorophenyl)-3-((((S)-1-methylpyrrolidin-3-yl)oxy)methyl)-2H-[1,4]oxazino[2,3,4-ij]quinazolin-5(3H)-one